FC1=CC=C2C(C(NC2=C1F)=O)=O 6,7-difluoro-2,3-dihydro-1H-indole-2,3-dione